C(CCCCCCCCCCCCCCC)C(CCCCCCCC)(O)F hexadecylfluorononanol